N-((1-(1-(cis-4-isopropylcyclohexyl)piperidin-4-yl)-3-(pyrrolidin-1-ylmethyl)-1H-pyrrolo[2,3-b]pyridin-2-yl)methyl)methanesulfonamide C(C)(C)[C@H]1CC[C@H](CC1)N1CCC(CC1)N1C(=C(C=2C1=NC=CC2)CN2CCCC2)CNS(=O)(=O)C